[N+](=O)([O-])C1=CC=C(OP2(O[C@@H]3[C@@H](S2)CCCC3)=S)C=C1 (3aS,7aS)-2-(4-nitrophenoxy)hexahydro-benzo[d][1,3,2]oxathiaphosphole 2-sulfide